ClC1=NC=CC(=N1)C1=C(N2C(=NC=CC2=O)S1)C1CC1 2-(2-Chloro-pyrimidin-4-yl)-3-cyclopropyl-thiazolo[3,2-a]pyrimidin-5-one